tert-butyl (3S)-3-[(ethanesulfonyl)amino]pyrrolidine-1-carboxylate C(C)S(=O)(=O)N[C@@H]1CN(CC1)C(=O)OC(C)(C)C